ClC=1C=C(C(=NC1)N1CC(N(C2(CC(C2)C(=O)OCC)C1=O)CC1=CC=C(C=C1)C(F)(F)F)=O)F ethyl (2s,4s)-8-(5-chloro-3-fluoropyridin-2-yl)-6,9-dioxo-5-(4-(trifluoro-methyl)benzyl)-5,8-diazaspiro[3.5]nonane-2-carboxylate